2-[2-[4-[2-[1-(6,7-dihydro-5H-pyrrolo[1,2-c]imidazol-1-yl)-2-oxo-2-(thiazol-2-ylamino)ethyl]-7-fluoro-3-oxo-isoindol-5-yl]phenyl]-2-azaspiro[3.3]heptan-6-yl]acetic acid C1(=C2N(C=N1)CCC2)C(C(NC=2SC=CN2)=O)N2CC1=C(C=C(C=C1C2=O)C2=CC=C(C=C2)N2CC1(C2)CC(C1)CC(=O)O)F